2-(4-cyclopropyl-6-methoxypyrimidin-5-yl)-4,5,6,7-tetrahydropyrazolo[1,5-a]pyrimidine C1(CC1)C1=NC=NC(=C1C1=NN2C(NCCC2)=C1)OC